(E)-3-(3-(2,6-dimethylphenyl)-2-ethyl-7-methyl-4-oxo-3,4-dihydroquinazolin-6-yl)-N-hydroxyacrylamide CC1=C(C(=CC=C1)C)N1C(=NC2=CC(=C(C=C2C1=O)/C=C/C(=O)NO)C)CC